C(#N)C1=CC=2N(N=C1)C(=CC2)C2=CC(=C(C=N2)C2=NN=C(S2)C21CCC(CC2)(CC1)NC(=O)C1CCN(CC1)C)NC1CCOCC1 N-(4-(5-(6-(3-cyanopyrrolo[1,2-b]pyridazin-7-yl)-4-((tetrahydro-2H-pyran-4-yl)amino)pyridin-3-yl)-1,3,4-thiadiazol-2-yl)bicyclo[2.2.2]octan-1-yl)-1-methylpiperidine-4-carboxamide